7-bromo-2-(1-methylpiperidin-4-yl)quinoline-3-carbonitrile BrC1=CC=C2C=C(C(=NC2=C1)C1CCN(CC1)C)C#N